2-{5-[methyl(1-methylpiperidin-4-yl)amino][1,3]thiazolo[5,4-d][1,3]thiazol-2-yl}-5-(1H-pyrazol-4-yl)phenol hydrochloride Cl.CN(C=1SC2=C(N1)SC(=N2)C2=C(C=C(C=C2)C=2C=NNC2)O)C2CCN(CC2)C